(R)-3-(3-methoxy-4-(trifluoromethyl)phenyl)piperidine hydrochloride Cl.COC=1C=C(C=CC1C(F)(F)F)[C@@H]1CNCCC1